3-(4-methyl-1-piperazinyl)aniline CN1CCN(CC1)C=1C=C(N)C=CC1